BrC1=C(C=CC=C1)C1=NC(NC(=N1)C1=CC=CC=C1)=O 4-(2-bromophenyl)-6-phenyl-1,3,5-triazin-2(1H)-one